OCCC1=CC=C(C[N+]2=NOC(=C2)[N-]C(NC2=CC(=CC(=C2)C(F)(F)F)NC(CC2=CC=CC=C2)=O)=O)C=C1 (3-(4-(2-Hydroxyethyl)benzyl)-1,2,3-oxadiazol-3-ium-5-yl)((3-(2-phenylacetamido)-5-(trifluoromethyl)phenyl)carbamoyl)amide